3-hydroxy-N'-(1-methylpropylidene)-2-naphthoylhydrazine OC=1C(=CC2=CC=CC=C2C1)C(=O)NN=C(CC)C